N1N=C(C=C1)C1=NNC=2C1=NC(=CC2C2=NC=CC=C2)N2CCOCC2 4-[3-(1H-pyrazol-3-yl)-7-(pyridin-2-yl)-1H-pyrazolo[4,3-b]pyridin-5-yl]morpholine